CC1=NC=CC(=C1C)SC1=CN=C(N=N1)N1CCC2(CC1)[C@@H](C1=CC=CC=C1C2)N (S)-1'-(6-((2,3-dimethylpyridin-4-yl)thio)-1,2,4-triazin-3-yl)-1,3-dihydrospiro[indene-2,4'-piperidin]-1-amine